C1=CC(=CC=2C=CC=3OC=4C=CC5=C(C4SC3C21)C=CC(=C5)CO)CO (dibenzo[a,j]phenoxathiine-3,11-diyl)dimethanol